FC1=C(C(=CC=C1)F)C=1NC2=C(C3=C(N1)C(=NN3)C([2H])([2H])[2H])C=C(C=C2)N2C[C@H](OCC2)C (2R)-4-[5-(2,6-difluorophenyl)-3-(trideuteriomethyl)-1,6-dihydropyrazolo[4,3-d][1,3]benzodiazepin-9-yl]-2-methyl-morpholine